S1C2=C(C=C1C1=NC(=NC(=N1)C1=CC(=CC=C1)Cl)C1=CC=CC=C1)C=CC=C2 2-(benzo[b]thiophen-2-yl)-4-(3-chlorophenyl)-6-phenyl-1,3,5-triazine